(2-carboxyethyl)germanium C(=O)(O)CC[Ge]